S(CCC(=O)OCCCCCCCCCCCC)CCC(=O)OCCCCCCCCCCCC didodecyl 3,3'-sulfanediyldipropanoate